methyl 2,2'-azobis(isobutyrate) N(=NC(C(=O)[O-])(C)C)C(C(=O)OC)(C)C